(4-Bromo-2-fluoro-5-methylphenyl)methanol BrC1=CC(=C(C=C1C)CO)F